NCC(C(=O)NC=1C=CC=C2C(=CNC12)C=1C=NNC1)C1=CC(=CC=C1)Cl 3-amino-2-(3-chlorophenyl)-N-[3-(1H-pyrazol-4-yl)-1H-indol-7-yl]propanamide